S1C(=NC2=C1C=CC=C2)N2CC=1C=CC=C(C1C2)C(=O)NO 2-(benzo[d]thiazol-2-yl)-N-hydroxyisoindoline-4-carboxamide